(S)-6-Methyl-5-(8-methyl-[1,2,4]triazolo[1,5-a]pyridin-6-yl)-1-(1-(oxetan-3-yl)piperidin-3-yl)-1,3-dihydro-2H-benzo[d]imidazol-2-on CC=1C(=CC2=C(N(C(N2)=O)[C@@H]2CN(CCC2)C2COC2)C1)C=1C=C(C=2N(C1)N=CN2)C